NC1=NC=C(C2=C1COC2)NC(C(=O)N2C(CCC(C2)C)C=2C=CC1=C(N=CS1)C2)=O N-(4-amino-1,3-dihydrofuro[3,4-c]pyridin-7-yl)-2-(2-(benzo[d]thiazol-5-yl)-5-methylpiperidin-1-yl)-2-oxoacetamide